2-methyl-N-(3-(5''-(methylsulfonamido)dispiro[cyclopropane-1,1'-cyclohexane-4',3''-indoline]-1''-carbonyl)phenyl)propane-2-sulfonamide CC(C)(C)S(=O)(=O)NC1=CC(=CC=C1)C(=O)N1CC2(C3=CC(=CC=C13)NS(=O)(=O)C)CCC1(CC2)CC1